C[C@H]1[C@H](N(C[C@H](O1)C)C(C1=NC(=CC=C1C1=NC=CC=N1)C)=O)CNC1=C(C#N)C=C(C=N1)C(F)(F)F 2-((((2S,3R,6R)-2,6-Dimethyl-4-(6-methyl-3-(pyrimidin-2-yl)picolinoyl)morpholin-3-yl)methyl)amino)-5-(trifluoromethyl)nicotinonitrile